Benzyl (tert-butoxycarbonyl)-D-allothreoninate C(C)(C)(C)OC(=O)N[C@H]([C@H](O)C)C(=O)OCC1=CC=CC=C1